1,3-butandithiol C(CC(C)S)S